2-(2-mercaptoethylthio)-3-(2-(2-[3-mercapto-2-(2-mercaptoethylthio)-propylthio]ethylthio)ethylthio)-propane-1-thiol SCCSC(CS)CSCCSCCSCC(CS)SCCS